benzyl 4-methyl-6-oxo-8-(1-((2-(trimethylsilyl) ethoxy) methyl)-1H-pyrazol-4-yl)-1,2,4,6-tetrahydropyrano[3,4-b]thieno[3,2-d]pyran-4-carboxylate CC1(OCCC2=C1OC(C1=C2C=C(S1)C=1C=NN(C1)COCC[Si](C)(C)C)=O)C(=O)OCC1=CC=CC=C1